C1CC2=CC3=C(C4=C2N(C1)CCC4)OC5=C6CCC[N+]7=C6C(=CC5=C3C8=C(C=C(C=C8)C(=O)[O-])C(=O)O)CCC7 The molecule is an X-rhodamine compound having a carboxy substituent at the 5-position. It has a role as a fluorochrome. It derives from a hydride of a 2,3,6,7,12,13,16,17-octahydropyrido[3,2,1-ij]quinolizino[1',9':6,7,8]chromeno[2,3-f]quinolin-18-ium.